C(C)OC1CN(C1)[C@H]1[C@@H](CCCC1)OC=1C=C2CN(C(C2=CC1)=O)C1C(NC(CC1)=O)=O 3-(5-(((1R,2R)-2-(3-ethoxyazetidin-1-yl)cyclohexyl)oxy)-1-oxoisoindolin-2-yl)piperidine-2,6-dione